1-((3-((3-amino-5-chloropyrazin-2-yl)thio)-2-chlorophenyl)imino)tetrahydro-1H-1λ6-thiophene 1-oxide NC=1C(=NC=C(N1)Cl)SC=1C(=C(C=CC1)N=S1(CCCC1)=O)Cl